ethyl 1-cyclopropyl-4-(1H-indazol-5-ylsulfonyl)-5-methyl-pyrrole-2-carboxylate C1(CC1)N1C(=CC(=C1C)S(=O)(=O)C=1C=C2C=NNC2=CC1)C(=O)OCC